The molecule is an enal consisting of non-2-ene having an oxo group at the 1-position and a hydroxy group at the 4-position. It has a role as a human metabolite. It is a hydroxyaldehyde, an enal and a 4-hydroxynonenal. CCCCCC(/C=C/C=O)O